(3,4-dihydro-2H-benzo[b][1,4]dioxepin-7-yl)boronic acid O1C2=C(OCCC1)C=C(C=C2)B(O)O